CC1=CC=C(C=C1)C1=CC(=CC(=C1)C1=CC=C(C=C1)C)C1=CC=C(C=C1)C 1,3,5-tris(4-methylphenyl)benzene